2-(4-(3-(4-(4-Acryloylpiperazin-1-yl)-3-(trifluoromethyl)phenyl)ureido)phenyl)-N-isopropyl-1,5-naphthyridine-4-carboxamide C(C=C)(=O)N1CCN(CC1)C1=C(C=C(C=C1)NC(NC1=CC=C(C=C1)C1=NC2=CC=CN=C2C(=C1)C(=O)NC(C)C)=O)C(F)(F)F